C1(CC1)[C@@H]1N(C2=CC=CC=C2[C@@H]([C@H]1C)O)C(C)=O ((2S,3S,4R)-2-cyclopropyl-4-hydroxy-3-methyl-3,4-dihydroquinolin-1(2H)-yl)ethanone